COC1=C(C=CC=C1)C12N(C(C3=CC=C(C=C13)C=1C=NC(=NC1)N1CCOCC1)=O)CCC2 9b-(2-methoxyphenyl)-8-(2-morpholinylpyrimidin-5-yl)-2,3-dihydro-1H-pyrrolo[2,1-a]isoindol-5(9bH)-one